ClC1=NC=2C=NC=C(C2C=C1)S(=O)(=O)NC=1C(=NC(=C(C1)F)OCC(F)F)OC 2-chloro-N-[6-(2,2-difluoroethoxy)-5-fluoro-2-methoxy-3-pyridinyl]-1,7-naphthyridine-5-sulfonamide